NC(COC=1C=CC(=C(C(=O)NC2(CC2)C2=C3C=CC=NC3=CC(=C2)OC)C1)C)C 5-(2-Aminopropoxy)-N-(1-(7-methoxyquinolin-5-yl)cyclopropyl)-2-methylbenzamide